cyclobutane-1-carbonitrile hydrochloride Cl.C1(CCC1)C#N